[N+](=O)([O-])[O-].OCC[NH+](C)CCO bis(hydroxyethyl)methyl-ammonium nitrate